6-methyl-4-oxo-chromen CC=1C=C2C(C=COC2=CC1)=O